((4-(6-(quinolin-5-ylmethoxy)pyridin-2-yl) Piperidin-1-yl)methyl)-1H-benzo[d]imidazole-6-carboxylate N1=CC=CC2=C(C=CC=C12)COC1=CC=CC(=N1)C1CCN(CC1)COC(=O)C=1C=CC2=C(NC=N2)C1